tert-butyl (2-(2-chloropyridin-4-yl)propan-2-yl)carbamate ClC1=NC=CC(=C1)C(C)(C)NC(OC(C)(C)C)=O